Nonanoic acid 7-[4-(4-benzo[b]thiophen-4-ylpiperazin-1-yl)butoxy]-4,4-dimethyl-2-oxo-3,4-dihydro-2H-quinolin-1-ylmethyl ester S1C2=C(C=C1)C(=CC=C2)N2CCN(CC2)CCCCOC2=CC=C1C(CC(N(C1=C2)COC(CCCCCCCC)=O)=O)(C)C